CC1=C(C2=C(N=N1)SC1=C2N=CN=C1NCC1=CC=C(C=C1)C(=O)N1CCCC1)C [4-[[(3,4-dimethylpyrimidino[4',5':4,5]thieno[2,3-c]pyridazin-8-yl)amino]methyl]phenyl]-pyrrolidin-1-yl-methanone